C(C)(C)(C)OC(=O)NCC(CC(=O)O)C1=CC(=CC(=C1)Cl)Cl 4-((Tert-Butoxycarbonyl)Amino)-3-(3,5-Dichlorophenyl)Butanoic Acid